CS(=O)(=O)C[C@]12CNC[C@H](CC1)N2C(=O)OC(C)(C)C tert-butyl (1R,5S)-1-[(methanesulfonyl)methyl]-3,8-diazabicyclo[3.2.1]octane-8-carboxylate